OCC1=C2C=CNC2=CC=C1OC=1C=C(C(=O)OC)C=CC1 methyl 3-((4-(hydroxymethyl)-1H-indol-5-yl)oxy)benzoate